FC(C=1C=CC(=NC1)N1C[C@@H]2N(C3=C1C=CC=N3)CCN(C2)C(C)=O)(F)F (S)-1-(5-(5-(trifluoromethyl)pyridin-2-yl)-5,6,6a,7,9,10-hexahydro-8H-pyrazino[1,2-a]pyrido[3,2-e]pyrazin-8-yl)ethan-1-one